N-(3-(5-(7-azabicyclo[2.2.1]heptan-7-yl)-4-cyano-2-(2-((2,2-dioxido-2-thiaspiro[3.3]heptan-6-yl)amino)pyrimidin-4-yl)thiophen-3-yl)-2-fluorophenyl)-2,6-difluorobenzenesulfonamide C12CCC(CC1)N2C2=C(C(=C(S2)C2=NC(=NC=C2)NC2CC1(CS(C1)(=O)=O)C2)C=2C(=C(C=CC2)NS(=O)(=O)C2=C(C=CC=C2F)F)F)C#N